C(CCCCCCC)C(CCCCCCCC)OC(CCCCCCCOC(=O)[C@H]1NCC[C@H](C1)O)=O (2s,4r)-4-hydroxypiperidine-2-carboxylic acid [8-(1-octylnonyloxy)-8-oxo-octyl] ester